1,4-bis(1,10-phenanthrolin-2-yl)benzene N1=C(C=CC2=CC=C3C=CC=NC3=C12)C1=CC=C(C=C1)C1=NC2=C3N=CC=CC3=CC=C2C=C1